C(CCCCCCCCCCCCCCC)(=O)NCN(C)CCCNC(CCCCCCCCCCCCCCC)=O palmitamido(palmitamido)propyl-dimethylamine